FC=1C=NC(=NC1)[C@H]1[C@@H](CC1)C=1NC(C2=C(N1)N(N=C2C#N)[C@@H](C)C=2C=NC(=CC2)C(F)(F)F)=O 6-((1R,2R)-2-(5-fluoropyrimidin-2-yl)cyclobutyl)-4-oxo-1-((S)-1-(6-(trifluoromethyl)pyridin-3-yl)ethyl)-4,5-dihydro-1H-pyrazolo[3,4-d]pyrimidine-3-carbonitrile